3-[4-(1-methoxycarbonylcyclopropyl)phenyl]Azetidine-1-carboxylic acid tert-butyl ester C(C)(C)(C)OC(=O)N1CC(C1)C1=CC=C(C=C1)C1(CC1)C(=O)OC